C1(CCCCC1)C[C@H](C(=O)N1CC([C@@](CC1)(O)CN1C=C(C(=CC1=O)C1CC1)C(=O)N(C)C)(C)C)C 1-(((R)-1-((R)-3-cyclohexyl-2-methylpropanoyl)-4-hydroxy-3,3-dimethylpiperidin-4-yl)methyl)-4-cyclopropyl-N,N-dimethyl-6-oxo-1,6-dihydropyridine-3-carboxamide